2,3-difluoro-6-methoxybenzyl alcohol FC1=C(CO)C(=CC=C1F)OC